tert-butyl 8-(benzyloxy)-6-methyl-1,4,5,6-tetrahydroazepino[4,5-b]indole-3(2H)-carboxylate C(C1=CC=CC=C1)OC=1C=CC=2C3=C(N(C2C1)C)CCN(CC3)C(=O)OC(C)(C)C